3-(6-(2-(3-(trifluoromethoxy)phenyl)acetylamino)pyridazin-3-yl)pyrrolidine-1-carboxylic acid FC(OC=1C=C(C=CC1)CC(=O)NC1=CC=C(N=N1)C1CN(CC1)C(=O)O)(F)F